C[C@@H]1CC2=NN3C(C(N(C[C@H]3C)C(C)C=3C=NC(=NC3)C(=C)C)=O)=C2CN1 |r| rac-(3R,7R)-3,7-dimethyl-9-(1-(2-(prop-1-en-2-yl)pyrimidin-5-yl)ethyl)-1,2,3,4,8,9-hexahydropyrido[4',3':3,4]pyrazolo[1,5-a]pyrazin-10(7H)-one